NC1=NC=CC(=C1Cl)SC1=CN=C(N=N1)N1CCC2(CC1)[C@@H](C1=C(N=CS1)C2)N (S)-1'-(6-((2-amino-3-chloropyridin-4-yl)thio)-1,2,4-triazin-3-yl)-4,6-dihydrospiro[cyclopenta[d]thiazole-5,4'-piperidin]-6-amine